O[C@]1(CCN2C1=NC=C2)C=2C=C(C=CC2)C=2N=C(SC2)C2=CNC1=NC=C(C=C12)C#N (R)-3-(4-(3-(7-hydroxy-6,7-dihydro-5H-pyrrolo[1,2-a]imidazol-7-yl)phenyl)thiazol-2-yl)-1H-pyrrolo[2,3-b]pyridine-5-carbonitrile